(S)-2-((4-(2-(4-cyano-2-fluorophenyl)-4-fluoro-2H-chromen-8-yl)piperidin-1-yl)methyl)-1-((1-(fluoromethyl)cyclopropyl)methyl)-1H-benzo[d]imidazole-6-carboxylic acid C(#N)C1=CC(=C(C=C1)[C@H]1OC2=C(C=CC=C2C(=C1)F)C1CCN(CC1)CC1=NC2=C(N1CC1(CC1)CF)C=C(C=C2)C(=O)O)F